ClCC1=CN2C(=C3C=NN(C(C3=C2C)=O)CC2=NN(C=C2)C)S1 2-(chloromethyl)-5-methyl-7-((1-methyl-1H-pyrazol-3-yl)methyl)thiazolo[3',2':1,2]pyrrolo[3,4-d]pyridazin-6(7H)-one